O=C1C(CCCC1)[S+](C1=CC=CC=C1)C1=CC=CC=C1 2-oxocyclohexyl-diphenylsulfonium